N-(3-methoxybenzyl)-N-(4-morpholinobenzyl)-4-((2-(2-morpholinoethoxy)ethoxy)methyl)aniline COC=1C=C(CN(C2=CC=C(C=C2)COCCOCCN2CCOCC2)CC2=CC=C(C=C2)N2CCOCC2)C=CC1